{[4-methyl-3-(4,4,5,5-tetramethyl-1,3,2-dioxaborolan-2-yl)phenoxy]acetyl}-L-phenylalaninate CC1=C(C=C(OCC(=O)N[C@@H](CC2=CC=CC=C2)C(=O)[O-])C=C1)B1OC(C(O1)(C)C)(C)C